(R)-ethyl 2-(2-((7-(2-(1-amino-2,2,2-trifluoroethyl)pyridin-4-yl)benzofuran-5-yl)methoxy)phenyl)acetate N[C@@H](C(F)(F)F)C1=NC=CC(=C1)C1=CC(=CC=2C=COC21)COC2=C(C=CC=C2)CC(=O)OCC